FC(COC1=CC=C(C=C1)S(=O)(=O)N)(F)F 4-(2,2,2-trifluoroethoxy)benzenesulfonamide